COC1=CC=C(C=C1)CNCC=1C=C(N(C)C)C=CC1 3-[[(4-methoxyphenyl)methylamino]methyl]-N,N-dimethyl-anilin